(S)-2-(1-(8-(1-methyl-4-piperazineacetyloxy)octoxy)-4-methyl-3-pentenyl)-1,4,5,8-tetramethoxynaphthalene CN1CCN(CC1)CC(=O)OCCCCCCCCO[C@@H](CC=C(C)C)C1=C(C2=C(C=CC(=C2C(=C1)OC)OC)OC)OC